FC(C(=O)ONC(=O)C1CNC1)(F)F Azetidine-3-carboxamido trifluoroacetate